hexamethylenebis(ethyldimethylammonium) C(C)[N+](CCCCCC[N+](C)(C)CC)(C)C